C(C)(C)(C)OC(=O)N(CCC=1N=NN(C1)CCNC1=NC2=C(C3=CN=CC=C13)C=CC(=C2)C(=O)O)CC2=CC(=C(C=C2)C2=CC=CC=C2)Cl 5-((2-(4-(2-((Tert-butoxycarbonyl)((2-chloro-[1,1'-biphenyl]-4-yl)methyl)amino)ethyl)-1H-1,2,3-triazol-1-yl)ethyl)amino)benzo[c][2,6]naphthyridine-8-carboxylic acid